3-[[(1R)-1-[3,6-dimethyl-2-(2-methylindol-5-yl)-4-oxo-chromen-8-yl]ethyl]amino]pyridine-2-carboxylic acid methyl ester COC(=O)C1=NC=CC=C1N[C@H](C)C=1C=C(C=C2C(C(=C(OC12)C=1C=C2C=C(NC2=CC1)C)C)=O)C